The molecule is the amide obtained by formal condensation of the carboxylic acid group of F420-0 with the amino group of L-glutamic acid. It has a role as a coenzyme. It is a ribitol phosphate and a member of pyrimidoquinolines. It derives from a 7,8-didemethyl-8-hydroxy-5-deazariboflavin. It is a conjugate acid of a coenzyme F420-1(3-). C[C@@H](C(=O)N[C@@H](CCC(=O)O)C(=O)O)OP(=O)(O)OC[C@H]([C@H]([C@H](CN1C2=CC(=O)C=CC2=CC3=C1NC(=O)NC3=O)O)O)O